ClC=1C(N(C(=CC1OCC1=NC=C(C=C1F)F)C)C1=CC(=NC=C1C)C1=NC(=NC(=C1)C1CC1)C(=O)OCC)=O ethyl 4-{3-chloro-4-[(3,5-difluoropyridin-2-yl)methoxy]-5',6-dimethyl-2-oxo-[1,4'-bipyridin]-2'-yl}-6-cyclopropylpyrimidine-2-carboxylate